NCCCNCCCNCCCNCCCN N'-[3-[3-(3-aminopropylamino)propylamino]propyl]propane-1,3-diamine